4-((4-(benzyloxy)-2-methoxy-6-methylbenzoyl)oxy)-3-fluoro-2-hydroxy-5,6-dimethylbenzoic acid C(C1=CC=CC=C1)OC1=CC(=C(C(=O)OC2=C(C(=C(C(=O)O)C(=C2C)C)O)F)C(=C1)C)OC